2-(1-(2-chloro-5-((1-methyl-1H-pyrazol-4-yl)ethynyl)pyridin-4-yl)piperidin-4-yl)propan-2-ol ClC1=NC=C(C(=C1)N1CCC(CC1)C(C)(C)O)C#CC=1C=NN(C1)C